[4-[bis(4-fluorophenyl)methyl]-1-piperidinyl]-[3-(1H-triazol-5-yl)pyrrolidin-1-yl]methanone FC1=CC=C(C=C1)C(C1CCN(CC1)C(=O)N1CC(CC1)C1=CN=NN1)C1=CC=C(C=C1)F